C(C=C)OC(=O)N1C[C@H]2N(C(C3=C1C=C(C(=C3)OC)OCCCCCBr)=O)CC(C2)=O (S)-8-((5-bromopentyl)oxy)-7-methoxy-2,5-dioxo-2,3,11,11a-tetrahydro-1H-benzo[e]pyrrolo[1,2-a][1,4]diazepine-10(5H)-carboxylic acid allyl ester